ClC=1C=C2CCN(CC2=C(C1)[C@H]1NCCC1)C(COC)=O (S)-2-(6-chloro-2-(2-methoxyacetyl)-1,2,3,4-tetrahydroisoquinolin-8-yl)pyrrolidine